C(C1=C(C(=CC2=CC=CC=C12)C(=O)O)O)C1=C(C(=CC2=CC=CC=C12)C(=O)O)O 4,4'-methylene-bis(3-hydroxy-2-naphthoic acid)